CS(=O)(=O)OCC(F)F 2,2-difluoroethanol methanesulfonate